tert-butyl 2-((3',5'-difluoro-2'-(((trifluoromethyl)sulfonyl)oxy)-[1,1'-biphenyl]-3-yl)methyl)-3-(ethylsulfonamido)pyrrolidine-1-carboxylate FC=1C(=C(C=C(C1)F)C1=CC(=CC=C1)CC1N(CCC1NS(=O)(=O)CC)C(=O)OC(C)(C)C)OS(=O)(=O)C(F)(F)F